C(C1=CC=CC=C1)OC(=O)NC1CN(CC(C1)CO)C(=O)OC(C)(C)C tert-Butyl 3-(((benzyloxy)carbonyl)amino)-5-(hydroxymethyl)piperidine-1-carboxylate